CC1=NC2=CC=C(C(=C2NC1=O)C)CN1CCN(CC1)C=1C=CC(=NC1C)C(=O)N 5-[4-[(2,5-Dimethyl-3-oxo-4H-quinoxalin-6-yl)methyl]piperazin-1-yl]-6-methyl-pyridine-2-carboxamide